2-hydroxymethyl-1,3-propylene glycol OCC(CO)CO